NC1CCC(CC1)[C@H](C)NC=1C=C(C=C(C1C(F)(F)F)F)C1=NNC(O1)=O 5-[3-({(1S)-1-[(1r,4S)-4-aminocyclohexyl]ethyl}amino)-5-fluoro-4-(trifluoromethyl)phenyl]-1,3,4-oxadiazol-2(3H)-one